(rac)-((1s,3s)-3-Hydroxy-3-methylcyclobutyl)(2-(4-(trifluoromethyl)phenyl)-8-azaspiro[4.5]decan-8-yl)methanone OC1(CC(C1)C(=O)N1CCC2(CC[C@H](C2)C2=CC=C(C=C2)C(F)(F)F)CC1)C |r|